3,4-dihydroisoquinoline-2(1H)-carboxylic acid C1N(CCC2=CC=CC=C12)C(=O)O